N-(6-(2,6-difluoro-3-(3-(trifluoromethyl)phenylsulfonamido)phenyl)quinazolin-2-yl)pivaloamide FC1=C(C(=CC=C1NS(=O)(=O)C1=CC(=CC=C1)C(F)(F)F)F)C=1C=C2C=NC(=NC2=CC1)NC(C(C)(C)C)=O